C1=CCCC=CCC1.C1=CCCC=CCC1.[Ni] nickel (0) bis(1,5-cyclooctadiene)